ClC1=C(C=CC=C1)Br ortho-chlorobromobenzene